3,5-diethyl-1,2-dihydro-1-phenyl-2-propylpyrazine C(C)C=1C(N(C=C(N1)CC)C1=CC=CC=C1)CCC